[5-{[2-(4-Bromophenyl)imidazo[1,2-a]pyridin-3-yl]methyl}hexahydropyrrolo[3,4-c]pyrrol-2(1H)-yl](3,4-dihydroquinoline-1(2H)-yl)methanone BrC1=CC=C(C=C1)C=1N=C2N(C=CC=C2)C1CN1CC2C(C1)CN(C2)C(=O)N2CCCC1=CC=CC=C21